(S)-1-((2-(Amino(4,4-difluorocyclohexyl)methyl)imidazo[1,2-b]pyridazin-7-yl)methyl)-1,3-diazepan-2-one N[C@H](C=1N=C2N(N=CC(=C2)CN2C(NCCCC2)=O)C1)C1CCC(CC1)(F)F